N-(4-chloro-1-tetrahydropyran-2-yl-indazol-5-yl)-1-(3-nitrophenyl)pyrazolo[4,3-b]pyridin-3-amine ClC1=C2C=NN(C2=CC=C1NC1=NN(C=2C1=NC=CC2)C2=CC(=CC=C2)[N+](=O)[O-])C2OCCCC2